deuterophenanthrene [2H]C1=C2C=CC3=CC=CC=C3C2=CC=C1